4-(2-hydroperoxypropan-2-yl)-benzyl-(4-isopropylbenzyl)-succinate O(O)C(C)(C)C1=CC=C(CC(C(=O)[O-])(CC(=O)[O-])CC2=CC=C(C=C2)C(C)C)C=C1